3-((7H-pyrrolo[2,3-d]pyrimidin-4-yl)oxy)-4-methyl-N-(3-methyl-4-((4-methyl-piperazin-1-yl)methyl)phenyl)benzamide N1=CN=C(C2=C1NC=C2)OC=2C=C(C(=O)NC1=CC(=C(C=C1)CN1CCN(CC1)C)C)C=CC2C